(R)-3-(3,6-Dimethyl-1H-pyrazolo[3,4-b]pyridin-4-yl)-2-(5-fluoropyridin-2-yl)-6-(methyl-d3)-6-(trifluoromethyl)-6,7-dihydro-4H-pyrazolo[5,1-c][1,4]oxazine CC1=NNC2=NC(=CC(=C21)C=2C(=NN1C2CO[C@](C1)(C(F)(F)F)C([2H])([2H])[2H])C1=NC=C(C=C1)F)C